1-(3,5-dimethylphenyl)-4,6-diisobutylisoquinoline iridium [Ir].CC=1C=C(C=C(C1)C)C1=NC=C(C2=CC(=CC=C12)CC(C)C)CC(C)C